Cl.C(C)OC(C1=C(C=C(C=C1)C1=CC=CC=2CNCOC21)N2CCOCC2)=O 4-(3,4-Dihydro-2H-1,3-benzoxazin-8-yl)-2-morpholin-4-ylbenzoic acid ethyl ester hydrochloride